ClC=1C=CC=C2C=C(C=C(C12)B1OC(C(O1)(C)C)C)OCOC 2-[8-chloro-3-(methoxymethoxy)naphthalen-1-yl]-4,4,5-trimethyl-1,3,2-dioxaborolane